2-hydroxyphenylpropanol OC1=C(C=CC=C1)C(CC)O